OCC1(CC1)NS(=O)(=O)C=1C=C2C(N(C=3N(C2=CC1)[C@@H](CN3)C)C([2H])([2H])C=3C=NN(C3)C)=O (1R)-N-[1-(hydroxymethyl)cyclopropyl]-1-methyl-4-[(1-methylpyrazol-4-yl)(2H2)methyl]-5-oxo-1H,2H-imidazo[1,2-a]quinazoline-7-sulfonamide